C(CC)OC(CC(=O)OCC)OCCC ethyl 3,3-dipropoxypropanoate